C(C)S(=O)(=O)NC1=C(C=CC=C1)C=1C(=CC=CC1)C(=O)N1CCC(CC1)(O)CN1C=NC2=CC(=CC=C2C1=O)NC(C=CN1CCN(CC1)C)=O N-(3-((1-(2'-(ethylsulfonamido)biphenylcarbonyl)-4-hydroxypiperidin-4-yl)methyl)-4-oxo-3,4-dihydroquinazolin-7-yl)-3-(4-methylpiperazin-1-yl)propenamide